ClC1=C(C=CC=C1C1=C(C(=NC=C1)C1=CC(=C(C=C1)CNC1CCC(CC1)O)OC)C)C1=CC=C(C(=N1)OC)CNC1CCC(CC1)O (1s,4r)-4-(((6-(2-chloro-3-(2-(4-((((1s,4s)-4-hydroxycyclohexyl)amino)methyl)-3-methoxyphenyl)-3-methylpyridin-4-yl)phenyl)-2-methoxypyridin-3-yl)methyl)amino)cyclohexan-1-ol